6-(1,1-difluoroethyl)-4-nitro-1,3-dihydroisobenzofuran-1-ol FC(C)(F)C1=CC(=C2COC(C2=C1)O)[N+](=O)[O-]